C(#N)C=1C=C(C=CC1OC)C1=CC=C(C=C1)CN(C(=O)C1CCCCC1)C1=CC(=CC=C1)\C=C\C=1OC=C(N1)C (E)-N-((3'-Cyano-4'-methoxy-[1,1'-biphenyl]-4-yl)methyl)-N-(3-(2-(4-methyloxazol-2-yl)vinyl)phenyl)cyclohexanecarboxamide